NC1N=NC=C1C(C=1C(=NN(C1O)C1=CC=CC=C1)C(F)(F)F)C1=CC=CC=C1 4-((3-amino-3H-pyrazol-4-yl)(phenyl)methyl)-1-phenyl-3-(trifluoromethyl)-1H-pyrazol-5-ol